C1(=CC(=CC=C1)C1=NC(=NC(=C1)Cl)C1=CC=CC=C1)C1=CC=CC=C1 4-([1,1'-biphenyl]-3-yl)-6-chloro-2-PHENYLPYRIMIDINE